N-methyl-5,6,7,8-tetrahydro-4H-cyclohepta[c]thiophen-5-amine hydrochloride Cl.CNC1CC=2C(=CSC2)CCC1